C(N1COCC1)N1COCC1 3,3'-methylenebis(oxazolidine)